N[C@@H](CN1C(C=2C=C3C(=NC2CC1)N(C(=N3)C=3N(C1=C(C=CC=C1C3)OC(C(C)N3C=NC=C3)F)CC3CC3)C)=O)CF 7-((S)-2-amino-3-fluoropropyl)-2-(1-(cyclopropylmethyl)-7-(1-fluoro-2-(1H-imidazol-1-yl)propoxy)-1H-indol-2-yl)-3-methyl-3,5,6,7-tetrahydro-8H-imidazo[4,5-b][1,6]naphthyridin-8-one